CONC=1C=2N=CN([C@H]3[C@H](O)[C@H](O)[C@@H](CO)O3)C2N=C(N1)C#CC1=CC=C(C=C1)CCCCC N6-methoxy-2-[(4-pentylphenyl)ethynyl]adenosine